OCCOC1=CC=C(C=C1)C=CC(=O)C1=CC=CC=C1 3-[4-(2-Hydroxyethoxy)phenyl]-1-phenylprop-2-EN-1-one